COC=1N=C2C(=CC=NC2=CC1OC)OC1=C(C=C(C=C1)NC(=O)C=1C(=NC=C(C1O)C1=NC=CC=C1)C)F N-[4-[(6,7-Dimethoxy-1,5-naphthyridin-4-yl)oxy]-3-fluorophenyl]-4-hydroxy-2-methyl-5-pyridin-2-ylpyridine-3-carboxamide